C(=CC)N1CCN(CC1)C(CC1CC1)C1=CC=C(C=C1)[C@H](C)NC=1N=CC2=C(N1)N(C(C=C2)=O)CC 2-{[(1S)-1-{4-[1-(4-propenylpiperazin-1-yl)-2-cyclopropylethyl]phenyl}ethyl]amino}-8-ethylpyrido[2,3-d]pyrimidin-7(8H)-one